3-(2-morpholinyl-2-oxoethyl)cyclopentane-1,2-dione N1(CCOCC1)C(CC1C(C(CC1)=O)=O)=O